N-(4-chloro-3-(trifluoromethyl)phenyl)-2-(4-(3-((4-methyl-3-(N-methylsulfamoyl)phenyl)amino)-1H-indazol-6-yl)-1H-pyrazol-1-yl)acetamide ClC1=C(C=C(C=C1)NC(CN1N=CC(=C1)C1=CC=C2C(=NNC2=C1)NC1=CC(=C(C=C1)C)S(NC)(=O)=O)=O)C(F)(F)F